2-(2-methoxyphenyl)quinoline COC1=C(C=CC=C1)C1=NC2=CC=CC=C2C=C1